Tert-butyl 3-(4-(4-methoxy-5-(trifluoromethyl)pyridin-2-yl)piperazine-1-carbonyl)azetidine-1-carboxylate COC1=CC(=NC=C1C(F)(F)F)N1CCN(CC1)C(=O)C1CN(C1)C(=O)OC(C)(C)C